ClC1=C(C=CC(=C1)OC)C=1C=C2C=NN(C2=CC1)C=1C=CC(=C(C1)O)F 5-(5-(2-Chloro-4-methoxyphenyl)-1H-indazol-1-yl)-2-fluorophenol